4-acetoxy-1-(2-acetoxyethyl)-4-acetoxy-2,2,6,6-tetramethylpiperidine C(C)(=O)OC1(CC(N(C(C1)(C)C)CCOC(C)=O)(C)C)OC(C)=O